N-(3-methyloxetan-3-yl)benzamide CC1(COC1)NC(C1=CC=CC=C1)=O